CC(CCCN)C 4-methylpentan-1-amine